ethyl (S)-1-(isoquinolin-4-yl)piperidine-3-carboxylate C1=NC=C(C2=CC=CC=C12)N1C[C@H](CCC1)C(=O)OCC